N-(4-((1-cyclopentyl-2-oxo-2,3-dihydro-1H-imidazo[4,5-b]pyridin-7-yl)oxy)-3-fluorophenyl)-5-ethyl-1-phenyl-1H-pyrazole-4-carboxamide C1(CCCC1)N1C(NC2=NC=CC(=C21)OC2=C(C=C(C=C2)NC(=O)C=2C=NN(C2CC)C2=CC=CC=C2)F)=O